FC(N1N=CC(=C1)C=1SC=2C=NC(=CC2N1)NC1=NC(=C(C=C1)C1CCOCC1)CN1CCCC1)F N-{2-[1-(Difluoromethyl)-1H-pyrazol-4-yl]-[1,3]thiazolo[5,4-c]pyridin-6-yl}-5-(oxan-4-yl)-6-[(pyrrolidin-1-yl)methyl]pyridin-2-amine